(S)-quinuclidin-3-yl (5-(3-chloro-4-propoxyphenyl)-2,2-dimethyl-2,3-dihydro-1H-inden-1-yl)carbamate ClC=1C=C(C=CC1OCCC)C=1C=C2CC(C(C2=CC1)NC(O[C@@H]1CN2CCC1CC2)=O)(C)C